(22E)-2α,3α-dihydroxy-5α-cholest-22-en-6-one O[C@H]1[C@H](C[C@@H]2C(C[C@H]3[C@@H]4CC[C@H]([C@@H](/C=C/CC(C)C)C)[C@]4(CC[C@@H]3[C@]2(C1)C)C)=O)O